OC1=CC=C(C=2C(C3=CC=CC=C3C(C12)=O)=O)O 1,4-dihydroxy-anthraquinone